Tetracosa-12,15,18-trienoic acid C(CCCCCCCCCCC=CCC=CCC=CCCCCC)(=O)O